P(=O)(O)(O)C(CCCCCCCCCCOC1=CC=C(C=2OC3=CC(=CC(=C3C(C2)=O)O)O)C=C1)P(=O)(O)O 4'-(11,11-bisphosphono-undecanoxy)-7,5-dihydroxyflavone